(2S,4R)-4-benzyl-1-(tert-butoxycarbonyl)pyrrolidine-2-carboxylic acid C(C1=CC=CC=C1)[C@@H]1C[C@H](N(C1)C(=O)OC(C)(C)C)C(=O)O